FC(C=1C=C(C=CC1)CC(=O)N)(F)F (3-(trifluoromethyl)phenyl)acetamide